racemic-3-((3,3-dibutyl-5-(4-fluorophenyl)-7-(methylthio)-1,1-dioxido-2,3,4,5-tetrahydro-1,5-benzothiazepin-8-yl)oxy)-2-methoxypropanoic acid C(CCC)C1(CS(C2=C(N(C1)C1=CC=C(C=C1)F)C=C(C(=C2)OC[C@H](C(=O)O)OC)SC)(=O)=O)CCCC |r|